FC(C(=O)O)(F)F.N1C(CC[C@H]2CCNC[C@@H]12)=O |r| racemic-(4aS,8aS)-3,4,4a,5,6,7,8,8a-octahydro-1H-1,7-naphthyridin-2-one 2,2,2-trifluoroacetate